CC1=CN=C(S1)CN (5-methyl-1,3-thiazol-2-yl)methylamine